C1(CCCCC1)OC(=O)NC=1C=C(C=NC1C)C1=CC2=C(N=C(S2)NC(CCN2CCN(CC2)CCOC=2C=NC=C(C(=O)OC)C2)=O)C=C1 methyl 5-(2-(4-(3-((6-(5-(((cyclohexyloxy)carbonyl)amino)-6-methylpyridin-3-yl)benzo[d]thiazol-2-yl)amino)-3-oxopropyl)piperazin-1-yl)ethoxy)nicotinate